NC1=NC=2C=CC(=CC2C2=C1C=NN2C)C(=O)N(N(C(=O)C2=CC=NN2C)C)CC2=NC=C(C=C2)C(F)(F)F 4-amino-N',1-dimethyl-N'-(1-methyl-1H-pyrazole-5-carbonyl)-N-((5-(trifluoromethyl)pyridin-2-yl)methyl)-1H-pyrazolo[4,3-c]quinoline-8-carbohydrazide